[1,4]Diazepine-1-carboxylic acid ethyl ester C(C)OC(=O)N1C=CN=CC=C1